FC=1C=C2C(C3=NC4=CC=C(C=C4C(N3C2=CC1)=O)CNS(=O)(=O)NC(OC(C)(C)C)=O)=O tert-butyl (N-((8-fluoro-6,12-dioxo-6,12-dihydroindolo[2,1-b]quinazolin-2-yl)methyl)sulfamoyl)carbamate